4-((cis-3-(dimethylamino)cyclobutyl)ethynyl)-7-isopropoxy-1-(((S)-5-oxopyrrolidin-2-yl)methoxy)isoquinoline-6-carboxamide CN([C@H]1C[C@H](C1)C#CC1=CN=C(C2=CC(=C(C=C12)C(=O)N)OC(C)C)OC[C@H]1NC(CC1)=O)C